C1(=CC=CC=C1)P([O-])(=O)C1=CC=CC=C1.[Mg+2].C1(=CC=CC=C1)P([O-])(=O)C1=CC=CC=C1 magnesium diphenylphosphinate